2-methyl-1,4-bis(n-dodecanoyloxy)naphthalene CC1=C(C2=CC=CC=C2C(=C1)OC(CCCCCCCCCCC)=O)OC(CCCCCCCCCCC)=O